C(C)(C)(C)OC(=O)N1[C@@H](CN(C[C@@H]1C)C1=CC=C(C=2N=C(C=NC12)P(=O)(C)C)C(=O)OC)C methyl 8-[(3R,5S)-4-tert-butoxycarbonyl-3,5-dimethyl-piperazin-1-yl]-3-dimethylphosphoryl-quinoxaline-5-carboxylate